methyl N-(4-(2,6-dimethylphenyl)-2-oxo-2H-pyrano[2,3-b]pyridin-7-yl)-N-methylglycinate CC1=C(C(=CC=C1)C)C1=CC(OC2=NC(=CC=C21)N(CC(=O)OC)C)=O